4-[(4-fluoro-6-methyl-2-pyridyl)sulfanyl]-6-[1-[(3S)-3-piperidyl]pyrazol-4-yl]pyrazolo[1,5-a]pyridine-3-carbonitrile FC1=CC(=NC(=C1)C)SC=1C=2N(C=C(C1)C=1C=NN(C1)[C@@H]1CNCCC1)N=CC2C#N